COC=1C(=NC(=NC1C=1C=NC=C(C1)C1=NN(C=C1)C)N1CCOCC1)NC1=CC=NC=C1 5-methoxy-6-(5-(1-methyl-1H-pyrazol-3-yl)pyridin-3-yl)-2-morpholino-N-(pyridin-4-yl)pyrimidin-4-amine